C(C)(C)(C)OC(C(C)N1C(C=2N(CC1)C=C(C2)C2=NC(=NC=C2Cl)NC2CCOCC2)=O)=O tert-Butyl-2-(7-(5-chloro-2-((tetrahydro-2H-pyran-4-yl)amino)pyrimidin-4-yl)-1-oxo-3,4-dihydropyrrolo[1,2-a]pyrazin-2(1H)-yl)propanoate